Cl.C[C@H](C1=CC=C(C=C1)[N+](=O)[O-])N (R)-alpha-methyl-4-nitrobenzylamine hydrochloride